2,7-bis(2,3,6,7-tetramethoxy-9H-carbazol-9-yl)pyrene COC1=CC=2N(C3=CC(=C(C=C3C2C=C1OC)OC)OC)C1=CC2=CC=C3C=C(C=C4C=CC(=C1)C2=C43)N4C3=CC(=C(C=C3C=3C=C(C(=CC43)OC)OC)OC)OC